CC(C)(C1=CC=C(C=C1)O)C2=CC=C(C=C2)O 4,4'-Bisphenol A